NC1=C2C(=NC=N1)N(N=C2C2=CC=C(C=C2)OC2=CC=CC=C2)C2CCN(CC2)C(CCSC2=C1CN(C(C1=CC=C2)=O)C2C(NC(CC2)=O)=O)=O 3-(4-((3-(4-(4-amino-3-(4-phenoxyphenyl)-1H-pyrazolo[3,4-d]pyrimidin-1-yl)piperidin-1-yl)-3-oxopropyl)thio)-1-oxoisoindoline-2-yl)piperidine-2,6-dione